tetradecylammonium (2,4-dichlorophenoxy)acetate ClC1=C(OCC(=O)[O-])C=CC(=C1)Cl.C(CCCCCCCCCCCCC)[NH3+]